trans-3-[[4-[(3S)-3-(5-cyano-3-pyridyl)isoxazolidine-2-carbonyl]cyclohexyl]methyl]-4-fluoro-N-methyl-benzamide C(#N)C=1C=C(C=NC1)[C@H]1N(OCC1)C(=O)[C@@H]1CC[C@H](CC1)CC=1C=C(C(=O)NC)C=CC1F